OC[C@@H](CC(C)C)NC1=NC(=NC(=N1)C[C@H](C)C=1C=NC(=CC1)OC)NS(=O)(=O)C |o1:15| N-(4-(((R)-1-hydroxy-4-methylpentan-2-yl)amino)-6-((S*)-2-(6-methoxypyridin-3-yl)propyl)-1,3,5-triazin-2-yl)methanesulfonamide